C[C@@H]1O[C@@H](CN(C1)C1=CC=C(C(=N1)C1=NC2=CC(=NC=C2C=C1)CN)C)C (2-(6-((cis)-2,6-dimethylmorpholino)-3-methylpyridin-2-yl)-1,6-naphthyridin-7-yl)methanamine